C(C)(C)(C)C=1C(=C(C=C(C1)CCC(=O)OCCCCCC(C)C)N1N=C2C(=N1)C=CC=C2)O 2-[3'-tert-butyl-2'-hydroxy-5'-(2-isooctyloxycarbonylethyl)phenyl]benzotriazole